(S)-6-(3-Chloro-6-(difluoromethyl)-2-fluorophenyl)-N-(1-((6-(2-(methoxymethyl)pyrrolidin-1-yl)pyridin-3-yl)methyl)-1H-pyrazol-4-yl)pyrazine-2-carboxamide ClC=1C(=C(C(=CC1)C(F)F)C1=CN=CC(=N1)C(=O)NC=1C=NN(C1)CC=1C=NC(=CC1)N1[C@@H](CCC1)COC)F